N,N'-(2-(4-(2-aminobenzamido)butyl)pentane-1,5-diyl)bis(2-aminobenzamide) NC1=C(C(=O)NCCCCC(CNC(C2=C(C=CC=C2)N)=O)CCCNC(C2=C(C=CC=C2)N)=O)C=CC=C1